tert-Butyl [trans-3-(4-fluorophenoxy)cyclobutyl]carbamate FC1=CC=C(O[C@@H]2C[C@H](C2)NC(OC(C)(C)C)=O)C=C1